OCC1=CN=C2C=CC(NC2=C1)=O 7-(hydroxymethyl)-1,5-naphthyridin-2(1H)-one